1-(7-(methyl(phenyl)amino)-3,4-dihydroisoquinolin-2(1H)-yl)prop-2-en-1-one CN(C1=CC=C2CCN(CC2=C1)C(C=C)=O)C1=CC=CC=C1